Tert-butyl ((1S,2S)-2-(6-(naphthalen-2-yl)imidazo[2,1-b]oxazole-5-carboxamido)cyclopentyl)carbamate C1=C(C=CC2=CC=CC=C12)C=1N=C2OC=CN2C1C(=O)N[C@@H]1[C@H](CCC1)NC(OC(C)(C)C)=O